5-(6-amino-2-fluoro-9H-purin-9-yl)-2-(cyclopropylmethyl)-2-(hydroxymethyl)tetrahydrofuran-3-ol NC1=C2N=CN(C2=NC(=N1)F)C1CC(C(O1)(CO)CC1CC1)O